NC1=NC=CC=C1C1=NC=2C(=NC(=CC2)C=2C=NC=CC2C#N)N1C1=CC=C(CN2CCC(CC2)NC2=NC(=NC=C2)C#N)C=C1 4-((1-(4-(2-(2-Aminopyridin-3-yl)-5-(4-cyanopyridin-3-yl)-3H-imidazo[4,5-b]pyridin-3-yl)benzyl)piperidin-4-yl)amino)pyrimidine-2-carbonitrile